C(C)OC(=O)N1CC2(C1)CC(C2)N2CCC(CC2)N2[C@@H](CCC2=O)C 6-{4-[(2R)-2-methyl-5-oxopyrrolidin-1-yl]piperidin-1-yl}-2-azaspiro[3.3]heptane-2-carboxylic acid ethyl ester